BrC1=CC=C(C=C1)\C=C\C1=CCC(CC1)CCCC 1-bromo-4-[(1E)-2-(4-butylcyclohex-1-en-1-yl)ethenyl]benzene